C(C)OC(C1=C(C(=NC(=C1)Cl)Br)N)=O 3-amino-2-bromo-6-chloroisonicotinic acid ethyl ester